ClC1=C(NC=2C=C(C(=O)OC)C=CC2)C=CC=C1[C@]1(NC(N(C(C1)=O)C1CCOCC1)=N)C Methyl 3-{2-chloro-3-[(4S)-2-imino-4-methyl-6-oxo-1-(tetrahydropyran-4-yl)-hexahydropyrimidin-4-yl]-anilino}benzoate